C(C)[NH+](CC)CC.C(CCCCCCCCC)(=O)O[C@@H](CC(=O)N[C@H]1[C@H](OCCNC(C[C@@H](CCCCCCCCCCC)OC(CCCCCCCCC)=O)=O)O[C@@H]([C@H]([C@H]1NC(C[C@@H](CCCCCCCCCCC)OC(CCCCCCCCC)=O)=O)OOS(=O)(=O)[O-])CO)CCCCCCCCCCC 2-[(R)-3-decanoyloxytetradecanoylamino]ethyl 2,3-di-[(R)-3-decanoyloxytetradecanoylamino]-2,3-dideoxy-4-O-sulfoxy-β-D-allopyranoside triethylammonium salt